ClC=1C=C2C(=NC1OC)C(=C(N2C)C=2NC(=NN2)[C@@H](C#N)C)N2C=NC=C2 (R)-2-(5-(6-chloro-3-(1H-imidazol-1-yl)-5-methoxy-1-methyl-1H-pyrrolo[3,2-b]pyridin-2-yl)-4H-1,2,4-triazol-3-yl)propionitrile